FC=1C=C(COC=2C=C3N(C(N2)=O)CC2(N3CCCC2)C)C=CC1F 3-((3,4-difluorobenzyl)oxy)-9a-methyl-6,7,8,9,9a,10-hexahydro-1H-pyrido[1',2':3,4]imidazo[1,2-c]pyrimidin-1-one